tert-Butyl 4-(2-cyano-4-methyl-5-(2-methylprop-1-en-1-yl)phenyl)piperazine-1-carboxylate C(#N)C1=C(C=C(C(=C1)C)C=C(C)C)N1CCN(CC1)C(=O)OC(C)(C)C